Cl[Si](C(C)C)(C(C)C)O[Si](C(C)C)(C(C)C)Cl chloro[(chlorodiisopropylsilyl)oxy]diisopropylsilane